[Si](C)(C)(C(C)(C)C)OCCN1CC2=CC=C(C=C2C1)[N+](=O)[O-] 2-((t-Butyldimethylsilanyloxy)ethyl)-5-nitroisoindoline